N-[3-amino-8-(4,4-difluoropiperidin-1-yl)-7-fluoroquinolin-6-yl]-2-{6-azaspiro[2.5]oct-6-yl}-4-(2-hydroxyethanesulfonylamino)benzamide NC=1C=NC2=C(C(=C(C=C2C1)NC(C1=C(C=C(C=C1)NS(=O)(=O)CCO)N1CCC2(CC2)CC1)=O)F)N1CCC(CC1)(F)F